3-(3-amino-5-morpholinophenyl)oxetan-3-ol NC=1C=C(C=C(C1)N1CCOCC1)C1(COC1)O